F[B-](F)(F)F TETRAFLUOROBORATE